CC1=C(C=CC(=C1)OC1CCC(CC1)=O)N1N=CC(=C1)C(=O)NCC1=NC(=NN1)C(C(F)(F)F)(C)C 1-(2-methyl-4-((4-oxocyclohexyl)oxy)phenyl)-N-((3-(1,1,1-trifluoro-2-methylpropan-2-yl)-1H-1,2,4-triazol-5-yl)methyl)-1H-pyrazole-4-carboxamide